Cl[C@](CN(CC1=CC=CC=C1)C)(C1=CC=NC(=C1)C)OC(F)F (βS)-β-chloro-(difluoromethoxy)-N,6-dimethyl-N-(phenylmethyl)-4-pyridylethylamine